C[C@H]1C(C(=C[C@@]2([C@@H]1CCC=1C(=NC(=NC21)C2=CC=NC1=CC=CC=C21)N2CCCC2)C)C#N)=O (6aR,7R,10aS)-7,10a-dimethyl-8-oxo-4-(pyrrolidin-1-yl)-2-(quinolin-4-yl)-5,6,6a,7,8,10a-hexahydrobenzo[h]quinazoline-9-carbonitrile